N,N-dimethylamino-benzaldehyde CN(C)C1=C(C=O)C=CC=C1